3-((4-(4-(2-((1r,4r)-4-((tert-butyldimethylsilyl)oxy)cyclohexyl)ethyl)piperazin-1-yl)-3-fluorophenyl)amino)piperidine-2,6-dione [Si](C)(C)(C(C)(C)C)OC1CCC(CC1)CCN1CCN(CC1)C1=C(C=C(C=C1)NC1C(NC(CC1)=O)=O)F